1,3-diphenyl-3-(phenylsulfonyl)prop-2-en-1-one C1(=CC=CC=C1)C(C=C(S(=O)(=O)C1=CC=CC=C1)C1=CC=CC=C1)=O